4-(para-azidosalicylamino)butylamine N(=[N+]=[N-])C=1C=C(C(CNCCCCN)=CC1)O